C(C)(C)(C)OC(=O)N1[C@H](COCCC1)CC#N.NCCC(O[Si](OC)(OC)C)CCCN beta-aminoethyl-gamma-aminopropyl-methyl-trimethoxysilane tert-Butyl-(S)-3-(cyanomethyl)-1,4-oxazepane-4-carboxylate